N-(4-((2-methoxy-3-(2-methyl-2H-1,2,3-triazol-4-yl)phenyl)amino)-5-propionylpyrimidin-2-yl)cyclopropanecarboxamide tert-butyl-3-(bromomethyl)-3-fluoro-azetidine-1-carboxylate C(C)(C)(C)OC(=O)N1CC(C1)(F)CBr.COC1=C(C=CC=C1C1=NN(N=C1)C)NC1=NC(=NC=C1C(CC)=O)NC(=O)C1CC1